ClC=1C(=NC(=NC1)Cl)C#N dichloropyrimidine-4-carbonitrile